3-((6-methylimidazo[1,2-a]pyridin-2-yl)methyl)pyrido[4,3-d]pyrimidin-4(3H)-one CC=1C=CC=2N(C1)C=C(N2)CN2C=NC1=C(C2=O)C=NC=C1